N1(CCNCC1)CCN 1-piperazineethaneamine